2-[3-fluoro-5-[(1R)-1-[(4-methyl-1,2,4-triazol-3-yl)sulfanyl]ethyl]phenyl]-4-(trifluoromethyl)isoindolin-1-one FC=1C=C(C=C(C1)[C@@H](C)SC1=NN=CN1C)N1C(C2=CC=CC(=C2C1)C(F)(F)F)=O